5-(tert-butyl)-9-cyclopropyl-2-oxo-11-(trifluoromethyl)-1,2,5,6-tetrahydropyrido[2',1':2,3]imidazo[4,5-h]quinoline-3-carboxylic acid C(C)(C)(C)C1C=2C=C(C(NC2C2=C(C1)N1C(=N2)C(=CC(=C1)C1CC1)C(F)(F)F)=O)C(=O)O